Cl.N1=CC=C(C=C1)CCC(=O)N 3-(pyridin-4-yl)propanamide hydrochloride